cerium triflimide N(S(=O)(=O)C(F)(F)F)S(=O)(=O)C(F)(F)F.[Ce]